[Si](C)(C)(C(C)(C)C)OCCN(C(OC(C)(C)C)=O)CC=1N(N=CC1B1OC(C(O1)(C)C)(C)C)C tert-butyl N-[2-[tert-butyl(dimethyl) silyl]oxyethyl]-N-[[2-methyl-4-(4,4,5,5-tetramethyl-1,3,2-dioxaborolan-2-yl)pyrazol-3-yl]methyl]carbamate